1-methylpropyl chloroformate ClC(=O)OC(CC)C